1-fluoromethyl ethylene carbonate C(O)(O)=O.FCC=C